N-methyl-DL-alanine CN[C@@H](C)C(=O)O |r|